{2-[4-(2-cyclobutylsulfanyl-3-pyridinyl)-2,6-difluoro-phenyl]Ethoxy}acetic acid C1(CCC1)SC1=NC=CC=C1C1=CC(=C(C(=C1)F)CCOCC(=O)O)F